N-(2-Chloro-3-(3-chloro-2-(3-methoxy-4-(((tetrahydro-2H-pyran-4-yl)amino)methyl)phenyl)pyridin-4-yl)phenyl)-5-(((2-hydroxyethyl)amino)methyl)picolinamide ClC1=C(C=CC=C1C1=C(C(=NC=C1)C1=CC(=C(C=C1)CNC1CCOCC1)OC)Cl)NC(C1=NC=C(C=C1)CNCCO)=O